ClC=1C(=NC=CC1C1=C(C(=CC=C1)NC1=NC=CC(=C1F)CNC1CCS(CC1)(=O)=O)Cl)C1=CC(=C(C=C1)CNC[C@@H]1CCC(N1)=O)OC (5S)-5-[[[4-[3-chloro-4-[2-chloro-3-[[4-[[(1,1-dioxothian-4-yl)amino]methyl]-3-fluoro-2-pyridyl]amino]phenyl]-2-pyridyl]-2-methoxy-phenyl]methylamino]methyl]pyrrolidin-2-one